COC1=C(C(NC(=N1)C1=NC(=CC=C1)CCC)=O)C(F)(F)F 6-methoxy-2-(6-n-propyl-2-pyridyl)-5-(trifluoromethyl)-4(3H)-pyrimidinone